tert-butyl 2-(((Z)-3-((5-(tert-butyl)-1H-imidazol-4-yl)methylene)-6-((Z)-3-hydroxybenzylidene)-2,5-dioxopiperazin-1-yl)methyl)acrylate C(C)(C)(C)C1=C(N=CN1)\C=C/1\C(N(\C(\C(N1)=O)=C/C1=CC(=CC=C1)O)CC(C(=O)OC(C)(C)C)=C)=O